N1(CCOCC1)C1=CC(=C(C=C1)C1=C(OC(=C1)C=1C=NNC1)C(=O)N)N1CCCCC1 (4-morpholinyl-2-(piperidin-1-yl)phenyl)-5-(1H-pyrazol-4-yl)furan-2-carboxamide